1-(2-(2-(3-Bromobenzyl)-4,6-dimethylphenoxy)ethyl)-4-methylpiperazine BrC=1C=C(CC2=C(OCCN3CCN(CC3)C)C(=CC(=C2)C)C)C=CC1